1-butane-sulfonate C(CCC)S(=O)(=O)[O-]